CS(=O)(=O)C1=C(C=C(C=C1)CC1CC2(CN(C2)C(=O)N2C[C@H](CC2)C2=NC=NN2)C1)C(F)(F)F [6-[[4-methylsulfonyl-3-(trifluoromethyl)phenyl]methyl]-2-azaspiro[3.3]heptan-2-yl]-[(3S)-3-(1H-1,2,4-triazol-5-yl)pyrrolidin-1-yl]methanone